chloro(ethyl)silane Cl[SiH2]CC